FCC(C)(C)NC1CN(CC1)C=1N=NC(=CN1)C1=C(C=C(C=C1)C=1C=NNC1)O 2-(3-{3-[(1-fluoro-2-methylpropan-2-yl)amino]pyrrolidin-1-yl}-1,2,4-triazin-6-yl)-5-(1H-pyrazol-4-yl)phenol